3-[(4-Fluorophenoxy)methyl]-2-[6-methyl-3-(2H-1,2,3-triazol-2-yl)pyridin-2-carbonyl]-2-azabicyclo[3.1.1]heptan FC1=CC=C(OCC2N(C3CC(C2)C3)C(=O)C3=NC(=CC=C3N3N=CC=N3)C)C=C1